4-amino-3,5-dichloro-6-fluoropyridine NC1=C(C=NC(=C1Cl)F)Cl